C(C)(=O)CC=1C=NC2=CC=CC=C2N1 3-acetylmethylquinoxaline